The molecule is the cation resulting from the protonation of the piperidine nitrogen of (R)-nipecotamide. It is a conjugate acid of a (R)-nipecotamide. C1C[C@H](C[NH2+]C1)C(=O)N